ClC=1C(=CC=2N=CN=C(C2N1)C=1C(=NN(C1)C([2H])([2H])[2H])C1=CC=CC=C1)OC 6-chloro-7-methoxy-4-(1-(methyl-d3)-3-phenyl-1H-pyrazol-4-yl)pyrido[3,2-d]pyrimidine